4-fluoro-2,3-dihydro-1H-isoindol-1-one FC1=C2CNC(C2=CC=C1)=O